3,5-diiodo-L-tyrosine IC=1C=C(C[C@H](N)C(=O)O)C=C(C1O)I